2-chloro-N-(5-chloro-6-(2H-1,2,3-triazol-2-yl)pyridin-3-yl)-4-(3-ethynyl-5-fluoropyridine-2-yl)-5-fluorobenzamide ClC1=C(C(=O)NC=2C=NC(=C(C2)Cl)N2N=CC=N2)C=C(C(=C1)C1=NC=C(C=C1C#C)F)F